CN1C(=NC(=O)C(=O)N1)SCC2=C(N3[C@@H]([C@@H](C3=O)NC(=O)/C(=N\\OC)/C4=CSC(=N4)N)SC2)C(=O)[O-] The molecule is a cephalosporin carboxylis acid anion having 2-(2-amino-1,3-thiazol-4-yl)-2-(methoxyimino)acetylamino and [(2-methyl-5,6-dioxo-1,2,5,6-tetrahydro-1,2,4-triazin-3-yl)sulfanyl]methyl side-groups, formed by proton loss from the carboxy group of ceftriaxone. It is a conjugate base of a ceftriaxone.